CNC1=C2N=CNC2=NC(=N1)N N6-methyl-9H-purine-2,6-diamine